ClC=1C=CC(=C(C(=O)N2C3CC(C(C2CNC=2N=NC(=CC2)C(F)(F)F)C)C3)C1)N1N=CC=N1 N-({2-[5-chloro-2-(2H-1,2,3-triazol-2-yl)benzoyl]-4-methyl-2-azabicyclo[3.1.1]hept-3-yl}methyl)-6-(trifluoromethyl)pyridazin-3-amine